COC1=CC=C(C=C1)C1=NN2C(=NC=3C=C(C=CC3C2=N1)C(F)(F)F)NC=1C(N=CC=CC1)=O (3R)-3-{[2-(4-methoxyphenyl)-8-(trifluoromethyl)[1,2,4]triazolo[1,5-c]quinazolin-5-yl]amino}azepin-2-one